(6-chloro-4-(((1s,4s)-4-hydroxy-4-methylcyclohexyl)amino)pyridin-3-yl)(cyclopropyl)methanone ClC1=CC(=C(C=N1)C(=O)C1CC1)NC1CCC(CC1)(C)O